C(OC1CC(C1)C=1C=NC(=NC1)NC1=C(C=C(C=C1)S(NC(C)C)(=O)=O)F)(OC1=CC=C(C=C1)[N+](=O)[O-])=O 3-(2-((2-fluoro-4-(N-isopropylsulfamoyl)phenyl)amino)pyrimidin-5-yl)cyclobutyl (4-nitrophenyl) carbonate